β-phenylaminopropyltriethoxysilane C1(=CC=CC=C1)NC(C[Si](OCC)(OCC)OCC)C